5-bromo-2-chlorooxazolo[4,5-b]Pyridine BrC1=CC=C2C(=N1)N=C(O2)Cl